Cl.N[C@H](CNC(=O)C=1NC2=CC=CC=C2C1C1=CC=CC=C1)COCCN (R)-N-(2-amino-3-(2-aminoethoxy)propyl)-3-phenyl-1H-indole-2-carboxamide hydrogen chloride salt